FC1(CCN(CC1)C1=CC=CC=C1)CN1[C@H]([C@H]([C@@H]([C@H](C1)O)O)O)CO (2S,3R,4R,5S)-1-((4-fluoro-1-phenylpiperidin-4-yl)methyl)-2-(hydroxymethyl)piperidine-3,4,5-triol